3,4-dihydroxy-5-(2-isopropyl-1,3-Dioxolan-4-yl)furan-2(5H)-one OC=1C(OC(C1O)C1OC(OC1)C(C)C)=O